COC1=CC=C(C=C1)C(N1CN=C2C(=CC=CC2=C1)C)C1=CC=C(C=C1)OC 3-(bis(4-methoxyphenyl)methyl)-8-methylquinazolin